C(C)(=O)O[C@H]1[C@H](N)[C@@H](OC(C)=O)[C@H](OC(C)=O)[C@H](O1)COC(C)=O 1,3,4,6-tetra-O-acetyl-BETA-D-glucosamine